(S)-6,8-dichloro-octanoic acid methyl ester COC(CCCC[C@@H](CCCl)Cl)=O